BrC1=C(C=C(OC2(CCOCC2)C(=O)O)C=C1)COC1CCCC1 4-[4-bromo-3-(cyclopentyloxymethyl)phenoxy]tetrahydropyran-4-carboxylic acid